Cl.FC([C@@H](C)OC=1C=C(C=CC1)C1(CC1)N)(F)F |r| (±)-1-(3-((1,1,1-trifluoropropan-2-yl)oxy)phenyl)cyclopropan-1-amine hydrochloride